N-trimethylethylpyrrole bromide [Br-].CC(CN1C=CC=C1)(C)C